C(C1=CC=CC=C1)OC1=C2C[C@H]([C@H](OC2=CC(=C1)OCC1=CC=CC=C1)C1=CC(=C(C(=C1)OCC1=CC=CC=C1)OCC1=CC=CC=C1)OCC1=CC=CC=C1)O (2R,3R)-5,7-Bis(benzyloxy)-2-(3',4',5'-tris(benzyloxy)phenyl)chroman-3-ol